CC=1C2=C3C=CC1C(C1=CC=C4CCN(C(C5=CC=C(CCCCN3N=N2)C=C5)=O)CC4=C1)CC(=O)O [31-methyl-19-oxo-8,9,10,20-tetrazahexacyclo[18.5.3.215,18.13,7.06,10.023,27]hentriaconta-1(25),3(31),4,6,8,15,17,23,26,29-decaen-2-yl]acetic acid